(4-fluorophenyl)sulfonamide pentanoate C(CCCC)(=O)O.FC1=CC=C(C=C1)S(=O)(=O)N